ClC1=NC(=CC(=C1)NC(NC=1C=CC2=C(C3=C(O2)C=C(C=C3)S(=O)(=O)N[C@H](C(=O)O)C(C)C)C1)=O)Cl (S)-2-(8-(3-(2,6-dichloropyridin-4-yl)ureido)dibenzo[b,d]furan-3-sulfonamido)-3-methyl-butanoic acid